5-(4-amino-2,6-difluoro-3-iodophenoxy)-2-fluorobenzonitrile NC1=C(C(=C(OC=2C=CC(=C(C#N)C2)F)C(=C1)F)F)I